pentathiol S1SSSS1